(S)-3-Acetamido-4-(1-((5-methoxy-7-methyl-1H-indol-4-yl)methyl)piperidin-2-yl)benzoic acid C(C)(=O)NC=1C=C(C(=O)O)C=CC1[C@H]1N(CCCC1)CC1=C2C=CNC2=C(C=C1OC)C